C(C)(C)(C)OC(=O)NCCCNCCCCNC([O-])=O N-[4-({3-[(tert-butoxycarbonyl)amino]propyl}amino)butyl]carbamate